Tetrahydro-pyran-4-carboxylic acid {8-[6-methoxy-5-(4-{[(2H-pyrazol-3-ylmethyl)-amino]-methyl}-phenylamino)-pyridin-2-yl]-2,3-dihydro-benzo[1,4]dioxin-2-ylmethyl}-amide COC1=C(C=CC(=N1)C1=CC=CC2=C1OC(CO2)CNC(=O)C2CCOCC2)NC2=CC=C(C=C2)CNCC=2NN=CC2